(2,2,3,3,5,5,6,6-2H8)morpholine hydrochloride Cl.N1C(C(OC(C1([2H])[2H])([2H])[2H])([2H])[2H])([2H])[2H]